C(CCCCCCCCCCCCCCCCCCCCC)(=O)N Behenamide